CC(C(=O)N1CCC(CC1)C(=O)O)CC1=CC=C2C(=CC(OC2=C1)=O)C1=C(C=CC=C1)C 1-(2-methyl-3-(2-oxo-4-(o-tolyl)-2H-chromen-7-yl)propanoyl)piperidine-4-carboxylic acid